5-(thiophen-2-yl)-1H-indazol S1C(=CC=C1)C=1C=C2C=NNC2=CC1